ClC=1C=C(NC2(CCC3([C@H](CC4=CC=CC=C34)C[C@H](COC3=NC=NC=4CCCCC34)C)CC2)C(=O)O)C=CC1 (1r,2'S,4S)-4-(3-chloroanilino)-2'-{(2R)-2-methyl-3-[(5,6,7,8-tetrahydroquinazolin-4-yl)oxy]propyl}-2',3'-dihydrospiro[cyclohexane-1,1'-indene]-4-carboxylic acid